ClC1=NC2=CC=C(C=C2C=C1)C1=CC2=CN(N=C2C(=C1)C)C 2-chloro-6-(2,7-dimethyl-2H-indazol-5-yl)quinoline